OCC1=CC=C(O1)CN1[C@@H](CCC1)C(=O)O ((5-(hydroxymethyl)furan-2-yl)methyl)proline